NC1=CC=2N(C(=C1OC)C)N=C(C2)CCC(C)(O)C 4-(5-amino-6-methoxy-7-methyl-pyrazolo[1,5-a]pyridin-2-yl)-2-methyl-butan-2-ol